CN1C(N(C=2N=C(N(C2C1=O)C)S(=O)(=O)C)CC#C)=O 1,7-Dimethyl-8-(methylsulfonyl)-3-(prop-2-ynyl)-1H-purin-2,6(3H,7H)-dion